methyl 2-(3-((6-cyano-2-((7-methyl-5-(methylsulfonyl)-1H-indol-4-yl)-methyl)-2H-indazol-7-yl)oxy)azetidin-1-yl)-3-methoxypropanoate C(#N)C=1C=CC2=CN(N=C2C1OC1CN(C1)C(C(=O)OC)COC)CC1=C2C=CNC2=C(C=C1S(=O)(=O)C)C